C(C)C(CCl)CCCC 2-ethylhexyl chloride